(S)-Methyl 2-(3-((5-((1-(3-isopropylphenyl)ethyl)carbamoyl)-2,3-dimethyl-1H-indol-1-yl)methyl)phenoxy)acetate C(C)(C)C=1C=C(C=CC1)[C@H](C)NC(=O)C=1C=C2C(=C(N(C2=CC1)CC=1C=C(OCC(=O)OC)C=CC1)C)C